ClC1=CC(=C(C(=C1)OCOC)B1OC(C(O1)(C)C)(C)C)F 2-[4-chloro-2-fluoro-6-(methoxymethoxy)phenyl]-4,4,5,5-tetramethyl-1,3,2-dioxaborolane